4-(aminomethyl)-N,3-dimethyl-1H-indole-7-carboxamide NCC1=C2C(=CNC2=C(C=C1)C(=O)NC)C